C(OC1=CC=C(C=C1)[N+](=O)[O-])(OCC1=CC=C(C=C1)N=NC1=CC=C(C=C1)OCC#C)=O (E)-4-nitrophenyl (4-((4-(prop-2-yn-1-yloxy) phenyl) diazenyl) benzyl) carbonate